ClC(=O)C12CCC(CC1)(CC2)C(=O)OC methyl 4-(chlorocarbonyl)bicyclo[2.2.2]octane-1-carboxylate